C1(CC1)S(=O)(=O)NC=1C(=C(C(=CC1)F)C(CCN(C)C)NC(=O)C=1SC(=CN1)C1=NC(=CN=C1)OCC)F N-(1-(3-(cyclopropanesulfonamido)-2,6-difluorophenyl)-3-(dimethylamino)propyl)-5-(6-ethoxypyrazin-2-yl)thiazole-2-carboxamide